(R)-1-(4-acetyl-3-(3-chloro-5-(2-methyl-2H-tetrazol-5-yl)phenyl)piperazin-1-yl)prop-2-yn-1-one C(C)(=O)N1[C@@H](CN(CC1)C(C#C)=O)C1=CC(=CC(=C1)C=1N=NN(N1)C)Cl